C(\C=C\CCCCCCCC)=O 2E-Undecenal